BrC=1C=C2N(N=CC(=C2N[C@@H]2COCC2)C(=NC2=C(C=C(C(=C2)F)O)Cl)N)C1 6-bromo-N'-(2-chloro-5-fluoro-4-hydroxy-phenyl)-4-[[(3S)-tetrahydrofuran-3-yl]amino]pyrrolo[1,2-b]pyridazine-3-carboxamidine